6-chloro-3-(((1R)-1-(2-cyano-7-methyl-3-((3,3,3-trifluoro-2-methylpropyl)amino)quinoxalin-5-yl)ethyl)amino)picolinic acid ClC1=CC=C(C(=N1)C(=O)O)N[C@H](C)C1=C2N=C(C(=NC2=CC(=C1)C)C#N)NCC(C(F)(F)F)C